3-(5-(((1S,2S)-2-((2,2-difluoroethyl)(ethyl)amino)cyclopentyl)oxy)-1-oxoisoindolin-2-yl)piperidine-2,6-dione FC(CN([C@@H]1[C@H](CCC1)OC=1C=C2CN(C(C2=CC1)=O)C1C(NC(CC1)=O)=O)CC)F